(R)-4'-chloro-2-(chloromethyl)-5,5-dimethyl-3,4,5,6-tetrahydro-[1,1'-biphenyl]-3-ol ClC1=CC=C(C=C1)C1=C([C@@H](CC(C1)(C)C)O)CCl